C1(CC1)OC1=C(C=CC=C1)CN1N=C(C=C1C1=CC(=CC=C1)OC)COC(C(=O)OC)(C)C Methyl 2-([1-[(2-cyclopropoxyphenyl)methyl]-5-(3-methoxyphenyl)-1H-pyrazol-3-yl]methoxy)-2-methylpropanoate